(3aR,6aS)-5-(6-nitropyridin-3-yl)hexahydro-1H-furo[3,4-c]pyrrole [N+](=O)([O-])C1=CC=C(C=N1)N1C[C@@H]2[C@H](C1)COC2